N-(4-methoxybenzyl)-9H-pyrido[2,3-b]indol-2-amine COC1=CC=C(CNC=2C=CC3=C(NC4=CC=CC=C34)N2)C=C1